1,3,5-tribromo-2-(2,3-dibromo-2-methyl-propoxy)benzene BrC1=C(C(=CC(=C1)Br)Br)OCC(CBr)(C)Br